CN(C)CC1CCC2=C(C(C=3C=CC=CC3C2=O)=O)CC1 8-((dimethylamino)methyl)-7,8,9,10-tetrahydro-5H-cyclohepta[b]naphthalene-5,11(6H)-dione